6-(5-(difluoromethyl)-1,3,4-oxadiazol-2-yl)pyrimidine-4(3H)-On FC(C1=NN=C(O1)C1=CC(NC=N1)=O)F